oxo-4,6,7,8-tetrahydropyrrolo[1,2-a]pyrazine-6-carboxamide O=C1C=NC=C2N1C(CC2)C(=O)N